ClC1=NC=C(C=C1C(=O)NC1=NC=C(C=C1C)Cl)OC[C@H](C)NS(=O)(=O)C(F)(F)F 2-chloro-N-(5-chloro-3-methyl-2-pyridyl)-5-[(2S)-2-(trifluoromethylsulfonylamino)propoxy]pyridine-3-carboxamide